(1R,3s,5S)-8-((2,6-Difluoro-4-methoxyphenyl)sulfonyl)-3-(4-methylpiperidin-1-yl)-8-azabicyclo[3.2.1]octane FC1=C(C(=CC(=C1)OC)F)S(=O)(=O)N1[C@H]2CC(C[C@@H]1CC2)N2CCC(CC2)C